9,9'-(2,4-bis(4,6-diphenyl-1,3,5-triazin-2-yl)-1,3-phenylene)bis(2-(6-phenylpyridin-2-yl)-9H-carbazole) C1(=CC=CC=C1)C1=NC(=NC(=N1)C1=CC=CC=C1)C1=C(C=CC(=C1N1C2=CC=CC=C2C=2C=CC(=CC12)C1=NC(=CC=C1)C1=CC=CC=C1)C1=NC(=NC(=N1)C1=CC=CC=C1)C1=CC=CC=C1)N1C2=CC=CC=C2C=2C=CC(=CC12)C1=NC(=CC=C1)C1=CC=CC=C1